1-(2,6-dioxo-3-piperidyl)-2-oxo-benzo[c]indole-5-carbaldehyde O=C1NC(CCC1C1C23C(=CN(C2=CCC1=O)C=O)C=CC=C3)=O